N-[4-(2-methylpyrrolidin-1-yl)-6-(piperazin-1-yl)pyrimidin-2-yl]-1-(propan-2-yl)-1H-pyrazolo[4,3-c]pyridin-6-amine CC1N(CCC1)C1=NC(=NC(=C1)N1CCNCC1)NC1=CC2=C(C=N1)C=NN2C(C)C